5,5-dimethyldihydrofuran-3(2H)-one CC1(CC(CO1)=O)C